(R)-N-((5-fluoro-2-methoxyphenyl)(1H-indole-2-yl)methyl)-4'-(pyrrolidine-1-yl)-[1,1'-biphenyl]-3-carboxamide FC=1C=CC(=C(C1)[C@@H](NC(=O)C=1C=C(C=CC1)C1=CC=C(C=C1)N1CCCC1)C=1NC2=CC=CC=C2C1)OC